ClC1=CC=C(CN2[C@H](C[C@H](CC2)NC2=C3C(=NC=C2C(=O)NC)NC=C3)C)C=C1 4-(((2S,4S)-1-(4-chlorobenzyl)-2-methylpiperidin-4-yl)amino)-N-methyl-1H-pyrrolo[2,3-b]pyridine-5-carboxamide